C1([C@@H](O)[C@H](O)[C@H](O)CO1)CC(C(=O)[O-])=O arabinosylpyruvate